BrC=1C=C(OC2=C3C(CC4(C3=C(C=C2)S(=O)(=O)C)OCCO4)=O)C=C(C1)F 4'-(3-bromo-5-fluorophenoxy)-7'-(methanesulfonyl)spiro[1,3-dioxolane-2,1'-inden]-3'(2H)-one